1,8-naphthalenediamine C1(=CC=CC2=CC=CC(=C12)N)N